NC=1OC2=CC=C(C=C2C(C1C(=O)OCC)C(C(=O)OCC)C#N)Br ethyl 2-amino-6-bromo-4-(1-cyano-2-ethoxy-2-oxoethyl)-4H-chromen-3-carboxylate